C[C@@H]1CN(C[C@@H](N1)C)C1=CC=C(C=2N=CC=NC12)C(=O)NC1=C2C=NN(C2=CC=C1)C 8-[(3R,5S)-3,5-dimethylpiperazin-1-yl]-N-(1-methylindazol-4-yl)quinoxaline-5-carboxamide